5-fluorosalicylic acid phosphate P(=O)(O)(O)O.FC1=CC=C(C(C(=O)O)=C1)O